[OH-].C[N+](C)(C)CCO N,N,N-trimethyl-hydroxyethylammonium hydroxide